2-(4-methoxyphenyl)-2-((morpholin-4-ylacetyl)amino)-N-(4-(trimethylsilyl)phenyl)acetamide methyl-3-chloro-5-[(Z)-N'-hydroxycarbamimidoyl]benzoate COC(C1=CC(=CC(=C1)/C(/N)=N/O)Cl)=O.COC1=CC=C(C=C1)C(C(=O)NC1=CC=C(C=C1)[Si](C)(C)C)NC(CN1CCOCC1)=O